NCCC1=CC=C(CNC(OC(C)(C)C)=O)C=C1 tert-butyl (4-(aminoethyl)benzyl)carbamate